(R)-1-((7-(7-chloro-4-(5-azaspiro[3.4]octan-7-yl)-3,4-dihydro-2H-benzo[b][1,4]oxazin-5-yl)thieno[3,2-b]pyridin-2-yl)methyl)pyrrolidine-2,5-dione ClC=1C=C(C2=C(OCCN2[C@H]2CNC3(CCC3)C2)C1)C1=C2C(=NC=C1)C=C(S2)CN2C(CCC2=O)=O